2,6-diamino-5-(3-(trifluoromethyl)-1H-1,2,4-triazol-1-yl)nicotinic acid NC1=C(C(=O)O)C=C(C(=N1)N)N1N=C(N=C1)C(F)(F)F